COC([C@H](C1=CC=CC=C1)NC(=O)C1(CCN(CC1)C=1C2=C(N=CN1)NC=C2)NC(=O)OC(C)(C)C)=O (S)-2-(4-((tert-Butoxycarbonyl)amino)-1-(7H-pyrrolo[2,3-d]pyrimidin-4-yl)piperidine-4-carboxamido)-2-phenylacetic acid methyl ester